Cl.NC/C(/CN1N=CN(C1=O)CC=1SC(=CC1)C=1C=C2C=NC(=NC2=CC1)NC)=C\F 2-[(2E)-2-(aminomethyl)-3-fluoroprop-2-en-1-yl]-4-(5-[2-(methylamino)quinazolin-6-yl]thiophen-2-ylmethyl)-2,4-dihydro-3H-1,2,4-triazol-3-one hydrochloride